C1(CCCC1)N1N=CC(=C1)C(=O)NC1=CC2=C(C=N1)C=C(N2)C2=NC(=NC=C2)OC cyclopentyl-N-(2-(2-methoxypyrimidin-4-yl)-1H-pyrrolo[3,2-c]pyridin-6-yl)-1H-pyrazole-4-carboxamide